2-(3,5-dichloro-4-((6-oxo-1-(thiophen-3-yl)-1,6-dihydropyridin-3-yl)oxy)phenyl)-3,5-dioxo-2,3,4,5-tetrahydro-1,2,4-triazine-6-carbonitrile ClC=1C=C(C=C(C1OC1=CN(C(C=C1)=O)C1=CSC=C1)Cl)N1N=C(C(NC1=O)=O)C#N